tert-butyl 7-(methyl-d3)-4,5,7,8,10,10a-hexahydro-9H-thieno[2',3':3,4]pyrido[1,2-a]pyrazine-9-carboxylate C(C1CN(CC2N1CCC1=C2SC=C1)C(=O)OC(C)(C)C)([2H])([2H])[2H]